N-(6-amino-5-chloropyrimidin-4-yl)cyclopropanecarboxamide NC1=C(C(=NC=N1)NC(=O)C1CC1)Cl